C(C1=CC=CC=C1)OC1CC(C1)(F)C=1SC(=C(N1)C)OC1=C(C=C(C=C1)N1N=CN(C1=O)CC1=C(C=CC=C1F)F)F (4-((2-(3-(benzyloxy)-1-fluorocyclobutyl)-4-methylthiazol-5-yl)oxy)-3-fluorophenyl)-4-(2,6-difluorobenzyl)-2,4-dihydro-3H-1,2,4-triazol-3-one